2-((1r,3r)-3-(1H-1,2,3-triazol-4-yl)cyclobutyl)-3-((3-bromopyridin-2-yl)methyl)isoindolin-1-one N1N=NC(=C1)C1CC(C1)N1C(C2=CC=CC=C2C1CC1=NC=CC=C1Br)=O